3,4-bis(3-chlorophenyl)isoquinolin-1(2H)-one ClC=1C=C(C=CC1)C=1NC(C2=CC=CC=C2C1C1=CC(=CC=C1)Cl)=O